2-(difluoromethyl)-N-[(3R)-1,1,3-trimethyl-indan-4-yl]pyridine FC(C1N(C=CC=C1)C1=C2[C@@H](CC(C2=CC=C1)(C)C)C)F